N=C(C1=CC=C(C=C1)CNC([C@H](C)NC(=O)[C@@H]1NC[C@@H](C1)C=1C=C(C=CC1)C)=O)NC(OCC1=CC=CC=C1)=O benzyl (imino(4-(((S)-2-((2R,4S)-4-(m-tolyl)pyrrolidine-2-carboxamido)propanamido)methyl)phenyl)methyl)carbamate